tert-butyl-10-methoxy-9-[2-(methoxymethyl)thiazol-5-yl]-2-oxo-6,7-dihydro-2H-pyrido[2,1-a]Isoquinoline-3-carboxylic acid C(C)(C)(C)C=1C(C(=CN2C1C1=CC(=C(C=C1CC2)C2=CN=C(S2)COC)OC)C(=O)O)=O